(S)-4-(3-amino-2-(dimethylamino)propyl)-3-fluorophenol NC[C@H](CC1=C(C=C(C=C1)O)F)N(C)C